(R)-N-[(1S)-1-(2-bromophenyl)ethyl]-2-methyl-2-propanesulfenamide BrC1=C(C=CC=C1)[C@H](C)NSC(C)(C)C